Amino-7-butyl-5-((5R,7r,10R)-3-methyl-2,4-dioxo-1,3-diazadispiro[4.1.57.15]tridecan-10-yl)isothiazolo[3,4-d]pyrimidine-4,6(5H,7H)-dione NC=1SN=C2N(C(N(C(C21)=O)C2CCC1(CC3(C(N(C(N3)=O)C)=O)C1)CC2)=O)CCCC